CS(=O)(=O)C1=NC=C(C=N1)C#CCCCC[NH-] 6-(2-(methylsulfonyl)pyrimidin-5-yl)hex-5-ynyl-amide